4-[[(3R,4R)-4-methyl-3-piperidinyl]-methylamino]pyrrole C[C@H]1[C@H](CNCC1)N(C=1C=CNC1)C